3,3-bis(4-methoxyphenyl)-11-phenyl-13-(2-hydroxycarbonylethyl)carboxy-13-methyl-3H,13H-indeno[2',3':3,4]naphtho[1,2-b]pyran COC1=CC=C(C=C1)C1(C=C(C2=C(O1)C=1C=CC=CC1C1=C2C(C2=CC(=CC=C21)C2=CC=CC=C2)(C)CCC(=O)O)C(=O)O)C2=CC=C(C=C2)OC